Cl.C(CCCCCCC\C=C/CCCCCCCC)(=O)OC[C@@H](CCCN(C)C)OC(CCCCCCC\C=C/CCCCCCCC)=O (R)-5-(dimethylamino)pentane-1,2-diyl dioleate hydrochloride